N,4-difluoro-N-heptylbenzenesulfonamide FN(S(=O)(=O)C1=CC=C(C=C1)F)CCCCCCC